COCNC(=O)C=1C=NC=CC1 N-(Methoxymethyl)pyridine-3-carboxamide